COC(=O)C1(C(OC2=CC=CC=C2C1=O)C1=CC=C(C=C1)C)CC=C=CC=1C=C(C=CC1)C (-)-Methyl-4-oxo-2-(p-tolyl)-3-(4-(m-tolyl)buta-2,3-dien-1-yl)chromane-3-carboxylate